SODIUM GLUCOSE tert-butyl-(2S,5R)-2-[2-[2-(dimethylamino)ethyl]indazol-5-yl]-5-methyl-piperidine-1-carboxylate C(C)(C)(C)[C@]1(N(C[C@@H](CC1)C)C(=O)[O-])C1=CC2=CN(N=C2C=C1)CCN(C)C.O=C[C@H](O)[C@@H](O)[C@H](O)[C@H](O)CO.[Na+]